N-mono(1-hydroxyethyl)amine OC(C)N